amino-2-(4-chloro-1H-pyrazol-1-yl)-N-[(dimethylamino)methylene]pyridine-3-sulfonamide NC1=C(C(=NC=C1)N1N=CC(=C1)Cl)S(=O)(=O)N=CN(C)C